[N].[N+](=O)([O-])N nitro-ammonia nitrogen